FC1=CC(=CC=2NC(=NC21)C2=CC(=CN2)C(=O)C2=C(C=CC=C2)C(F)(F)F)N2CCC(CC2)[C@H](C)O (S)-(5-(4-fluoro-6-(4-(1-hydroxyethyl)piperidin-1-yl)-1H-benzo[d]imidazol-2-yl)-1H-pyrrol-3-yl)(2-(trifluoromethyl)phenyl)methanone